ClC1=NN=C(C2=CC3=C(C=C12)N(C(C31CCOCC1)=O)C)C 8-chloro-1,5-dimethyl-spiro[pyrrolo[3,2-g]phthalazine-3,4'-tetrahydropyran]-2-one